C(C)(C)NC1=CC(=NC=C1)C1=CC=C2N1N=CC(=C2)C#N 7-(4-(isopropylamino)pyridin-2-yl)pyrrolo[1,2-b]Pyridazine-3-carbonitrile